3-((2R,3S,5S)-5-((1R)-acetyloxy((2R)-6-allyl-3-oxo-3,6-dihydro-2H-pyran-2-yl)methyl)-3-(benzyloxy)-4-hydroxytetrahydrofuran-2-yl)propane-1,2-diyl diacetate C(C)(=O)OCC(C[C@H]1O[C@@H](C([C@@H]1OCC1=CC=CC=C1)O)[C@H]([C@H]1OC(C=CC1=O)CC=C)OC(C)=O)OC(C)=O